(S)-6-(((1-cyclopropyl-1H-1,2,3-triazol-4-yl)(2-methylbenzo[d]thiazol-7-yl)methyl)amino)-4-(neopentylamino)quinoline-3,8-dicarbonitrile C1(CC1)N1N=NC(=C1)[C@H](C1=CC=CC=2N=C(SC21)C)NC=2C=C1C(=C(C=NC1=C(C2)C#N)C#N)NCC(C)(C)C